FC(C1[C@H]2CN(C[C@@H]12)C=1C=2N(N=C(C1)C=1C(NC(NC1)=O)=O)C=CN2)(F)F 5-(8-((1R,5S,6r)-6-(trifluoromethyl)-3-azabicyclo[3.1.0]hexan-3-yl)imidazo[1,2-b]pyridazin-6-yl)pyrimidine-2,4(1H,3H)-dione